5-Chloro-2-{7-[(3R)-1-ethylpiperidin-3-yl]-6,7-dihydro-5H-pyrrolo[2,3-c]pyridazin-3-yl}-3-methylphenol ClC=1C=C(C(=C(C1)O)C1=CC2=C(N=N1)N(CC2)[C@H]2CN(CCC2)CC)C